C(CCC)CCOF perfluoro (butyl)ethyl ether